N-(3-(methylamino)propyl)oxazole-4-carboxamide CNCCCNC(=O)C=1N=COC1